N1=C(C=CC=C1)C1=NC=CC=C1 2,2'-bipyridine-Yl